4-(5-((cis-4-(thiazol-2-yl)cyclohexyl)oxy)quinazolin-7-yl)morpholine S1C(=NC=C1)[C@H]1CC[C@H](CC1)OC1=C2C=NC=NC2=CC(=C1)N1CCOCC1